Ferric oxide [O-2].[Fe+3].[O-2].[O-2].[Fe+3]